C(CCCCCCC\C=C/C\C=C/C\C=C/CC)(=O)OC#CN 2-(((9Z,12Z,15Z)-octadeca-9,12,15-trienoyl)oxy)ethynamine